(S)-7-(2-bromo-6-(1,3-dioxolan-2-yl)phenoxy)-8-fluoro-5-(2-methylazetidin-1-yl)-2-(methylthio)pyrido[4,3-d]pyrimidine BrC1=C(OC2=C(C=3N=C(N=CC3C(=N2)N2[C@H](CC2)C)SC)F)C(=CC=C1)C1OCCO1